NCCCOCCOCCOCCOCCOCCCN tetraethylene glycol di(aminopropyl) ether